(2S)-4-(2-chloro-6-((5-fluoro-1-(methoxycarbonyl)-1,2,3,4-tetrahydronaphthalen-1-yl)methyl)-5-nitropyrimidin-4-yl)-2-(cyanomethyl)piperazine-1-carboxylic acid tert-butyl ester C(C)(C)(C)OC(=O)N1[C@H](CN(CC1)C1=NC(=NC(=C1[N+](=O)[O-])CC1(CCCC2=C(C=CC=C12)F)C(=O)OC)Cl)CC#N